(S)-4-((1-(8-(2-amino-4-methylpyrimidin-5-yl)-4-chloro-1-oxo-2-phenyl-1,2-dihydroisoquinolin-3-yl)ethyl)amino)pyrido[2,3-d]pyrimidin-5(8H)-one NC1=NC=C(C(=N1)C)C=1C=CC=C2C(=C(N(C(C12)=O)C1=CC=CC=C1)[C@H](C)NC=1C2=C(N=CN1)NC=CC2=O)Cl